9-bromo-7,12-dihydro-5-methyl-indolo[3,2-d][1]benzazepin-6(5H)-one BrC=1C=C2C(=CC1)NC1=C2CC(N(C2=C1C=CC=C2)C)=O